3-fluoropropan-1-amine hydrochloride salt Cl.FCCCN